Tert-Butyl (6-bromo-3-((2-((tert-butoxycarbonyl)amino)ethyl)carbamoyl)-2,3,4,9-tetrahydro-1H-carbazol-1-yl)carbamate BrC=1C=C2C=3CC(CC(C3NC2=CC1)NC(OC(C)(C)C)=O)C(NCCNC(=O)OC(C)(C)C)=O